BrC1=CC2=CN(N=C2C=C1OC)[C@H]1C[C@@H]([C@H](CC1)O)C |r| Racemic-(1S,2S,4R)-4-(5-bromo-6-methoxy-2H-indazol-2-yl)-2-methylcyclohexane-1-ol